C(C)(C)(C)C1=CC=C(C=C1)C=1C(NC2=CC=CC=C2N1)=O 3-(4-tert-butylphenyl)quinoxalin-2(1H)-one